OC1CCN(CC1)CCCOC=1C(=C(C=CC1)C1=C(C(=CC=C1)C=1SC(=CN1)C=O)C)C 2-(3'-(3-(4-hydroxypiperidin-1-yl)propoxy)-2,2'-dimethyl-[1,1'-biphenyl]-3-yl)thiazole-5-carbaldehyde